C(C1=CC=CC=C1)OC1CN(CC1)C(=O)C1=NOC(=N1)C1=C(C(=C(C(=C1)F)F)O)F (3-(Benzyloxy)pyrrolidin-1-yl)(5-(2,4,5-trifluoro-3-hydroxyphenyl)-1,2,4-oxadiazol-3-yl)methanone